S1C=NC2=C1C=C(C=C2)\C=C\2/N=C(NC2=O)NC2CCCC2 (4Z)-4-(1,3-benzothiazol-6-ylmethylene)-2-(cyclopentylamino)-1H-imidazol-5-one